(2R)-6-({4-[(tert-butoxy)carbonyl]piperidine-1-carbonyl}amino)-2-({[(9H-fluoren-9-yl)methoxy]carbonyl}amino)hexanoic acid C(C)(C)(C)OC(=O)C1CCN(CC1)C(=O)NCCCC[C@H](C(=O)O)NC(=O)OCC1C2=CC=CC=C2C=2C=CC=CC12